4-(2-(phenethylamino)ethyl)benzenesulfonamide C(CC1=CC=CC=C1)NCCC1=CC=C(C=C1)S(=O)(=O)N